8-(4-methoxyphenyl)-4,6-dimethyl-7-(3-azaspiro[5.5]undec-8-en-9-yl)pyrrolo[1,2-a]pyrazin-1-amine COC1=CC=C(C=C1)C=1C(=C(N2C1C(=NC=C2C)N)C)C2=CCC1(CCNCC1)CC2